2-bromo-3-(1-bromoethyl)-1,4-difluorobenzene BrC1=C(C=CC(=C1C(C)Br)F)F